ClC1=C(C=C2C=NN(C2=C1)C=1C=C(C(=C(C1)O)F)F)N1CCC(CC1)OC 5-(6-Chloro-5-(4-methoxypiperidin-1-yl)-1H-indazol-1-yl)-2,3-difluorophenol